NCC=1C=C(COC2=NC=3CC(CCC3C(=N2)N2CCN(CC2)C(C=C)=O)N2CCC3=CC=CC=C23)C=CC1 1-(4-(2-((3-(Aminomethyl)benzyl)oxy)-7-(indolin-1-yl)-5,6,7,8-tetrahydroquinazolin-4-yl)piperazin-1-yl)prop-2-en-1-one